C(C1=CC=CC=C1)OC(=O)N[C@@H](C(=O)OC)CCNC(CCCCC1=NC=2NCCCC2C=C1)=O methyl (2R)-2-(benzyloxycarbonylamino)-4-[5-(5,6,7,8-tetrahydro-1,8-naphthyridin-2-yl)pentanoylamino]butanoate